4-[(E)-3-[4-[[1-(2-Ethoxyethyl)benzimidazol-2-yl]methoxy]phenyl]prop-2-enoyl]-3-hydroxybenzoic acid C(C)OCCN1C(=NC2=C1C=CC=C2)COC2=CC=C(C=C2)/C=C/C(=O)C2=C(C=C(C(=O)O)C=C2)O